2,5-difluoromethyl-cinnamic acid methyl ester COC(C=CC1=C(C=CC(=C1)CF)CF)=O